[N-](S(=O)(=O)C(F)(F)F)S(=O)(=O)C(F)(F)F.C(C(=C)C)(=O)OCC[N+](C)(C)C methacryloxyethyl-trimethyl-ammonium bis(trifluoromethanesulfonyl)imide salt